O\N=C\C(\C(=O)OCC)=N/NC1=CC=C(C=C1)S(=O)(=O)C Ethyl (2E,3E)-3-(hydroxyimino)-2-{[4-(methylsulfonyl)phenyl]hydrazono}propanoate